CC1=NN(C(=C1)C)[C@H]1[C@@H](CCC1)O |r| racemic-trans-2-(3,5-dimethyl-1H-pyrazol-1-yl)cyclopentan-1-ol